(S)-1-(3-chloro-5'-fluoro-2'-hydroxy-3'-(2-(2-methylpiperazin-1-yl)pyridin-4-yl)-[1,1'-biphenyl]-4-yl)-3-deuteromethyl-1H-imidazol-2(3H)-one ClC=1C=C(C=CC1N1C(N(C=C1)C[2H])=O)C1=C(C(=CC(=C1)F)C1=CC(=NC=C1)N1[C@H](CNCC1)C)O